C(C1=CC=CC=C1)NC1=NC(=NC=2C(CCCC12)OC1CCN(CC1)C)N1C(=CC=2C(=CC=CC12)C#N)C 1-(4-(benzylamino)-8-((1-methylpiperidin-4-yl)oxy)-5,6,7,8-tetrahydroquinazolin-2-yl)-2-methyl-indole-4-carbonitrile